2-[(4-Ethylcyclohexyl)-(2-hydroxyphenyl)methyl]-5-methylphenol C(C)C1CCC(CC1)C(C1=C(C=C(C=C1)C)O)C1=C(C=CC=C1)O